C(C)(C)(C)OC(=O)N1C[C@@H](N(CC1)C=1C2=C(N=CN1)N(C=C2N(C=O)C)C2=NC=CC(=C2)Cl)C (S)-4-(7-(4-chloropyridin-2-yl)-5-(N-methylformamido)-7H-pyrrolo[2,3-d]pyrimidin-4-yl)-3-methylpiperazine-1-carboxylic acid tert-butyl ester